OC1CCC(CC1)NC(=O)C1=CC(=NN1)C(=O)NC N5-((1r,4S)-4-hydroxycyclohexyl)-N3-methyl-1H-pyrazole-3,5-dicarboxamide